N'-((2-cyclopropyl-4-(difluoromethoxy)-6-isopropylphenyl)carbamoyl)-2-fluoro-4-(2-hydroxypropan-2-yl)benzenesulfonimidamide C1(CC1)C1=C(C(=CC(=C1)OC(F)F)C(C)C)NC(=O)N=S(=O)(N)C1=C(C=C(C=C1)C(C)(C)O)F